3-((1-cyclopropyl-2-methyl-1H-benzo[d]imidazol-5-yl)ethynyl)-1-((3S,5R)-5-(methoxymethyl)pyrrolidin-3-yl)-1H-pyrazolo[4,3-c]pyridin-4-amine C1(CC1)N1C(=NC2=C1C=CC(=C2)C#CC2=NN(C1=C2C(=NC=C1)N)[C@@H]1CN[C@H](C1)COC)C